COCCCNC1=NS(C2=C1C=CC=C2)(=O)=O N-(3-methoxypropyl)-1,1-dioxo-1,2-benzothiazol-3-amine